Benzyl 3-(2-(3-bromo-4-cyano-2-fluorophenoxy)ethoxy)azetidine-1-carboxylate BrC=1C(=C(OCCOC2CN(C2)C(=O)OCC2=CC=CC=C2)C=CC1C#N)F